FCCN1C=C(C(C2=CC(=C(C(=C12)Cl)N1CC(CC1)O)F)=O)C(=O)O 1-(2-fluoroethyl)-8-chloro-6-fluoro-1,4-dihydro-7-(3-hydroxypyrrolidinyl)-4-oxo-3-quinolinecarboxylic acid